2-fluoro-5-(1-hydroxyethyl)thieno[2',3':4,5]Pyrrolo[1,2-d][1,2,4]Triazine FC1=CC2=C(C=C3N2C(=NN=C3)C(C)O)S1